(S)-Fmoc-2-amino-pimelic acid-7-tert-butyl ester C(C)(C)(C)OC(CCCC[C@@](C(=O)O)(N)C(=O)OCC1C2=CC=CC=C2C2=CC=CC=C12)=O